Cl.C[N+](CC)(CC)[O-] Methyl-diethylamine oxide hydrochloride